O1C(=NC2=C1C=CC=C2)N2C(OC1=C2C=CC=C1)=O 2'H-[2,3'-bi-1,3-benzoxazol]-2'-one